(R)-5-(benzyloxy)-5,6-dihydro-4H-pyrrolo[1,2-b]pyrazole-3-carbaldehyde C(C1=CC=CC=C1)O[C@@H]1CC=2N(N=CC2C=O)C1